tert-butyl ((2S)-1-hydroxy-3-(2-(4-methoxybenzyl)-1,1-dioxidoisothiazolidin-5-yl)propan-2-yl)carbamate OC[C@H](CC1CCN(S1(=O)=O)CC1=CC=C(C=C1)OC)NC(OC(C)(C)C)=O